O(C1=CC=CC=C1)C1=CC=C(C=C1)NC(=O)C=1N=NSC1NC(C1=CN=CC(=C1)C(F)(F)F)=O N-(4-phenoxyphenyl)-5-(5-(trifluoromethyl)nicotinamido)-1,2,3-thiadiazole-4-carboxamide